ketoamide oxygen [O+2].O=[N-].O=[N-]